Cl.CNC[C@H](O)C=1C=C(C(=CC1)O)O (R)-4-[2-(methylamino)-1-hydroxyethyl]-1,2-benzenediol hydrochloride